ClC=1C=C2C=C(N(C2=CC1)CCCS(=O)(=O)C)CC1(CN=CC=C1NCC(F)(F)F)N (d)-3-((5-chloro-1-(3-(methylsulfonyl)propyl)-1H-indol-2-yl)methyl)-N4-(2,2,2-trifluoroethyl)pyridine-3,4-diamine